N1CC(CC1)C pyrrolidin-3-ylmethane